2-(4-cyclopropyl-6-methoxypyrimidin-5-yl)-6-(1-methyl-3,6-dihydro-2H-pyridin-4-yl)-8-({4-[1-methyl-4-(trifluoromethyl)imidazol-2-yl]phenyl}methyl)pyrido[2,3-d]pyrimidin C1(CC1)C1=NC=NC(=C1C=1N=CC2=C(N1)N(CC(=C2)C=2CCN(CC2)C)CC2=CC=C(C=C2)C=2N(C=C(N2)C(F)(F)F)C)OC